(4-hydroxy-4-methylcyclohexyl)-5-(4-(3-(tetrahydro-2H-pyran-4-yl)-3-azabicyclo[3.1.0]hex-1-yl)phenyl)nicotinamide OC1(CCC(CC1)C1=C(C(=O)N)C=C(C=N1)C1=CC=C(C=C1)C12CN(CC2C1)C1CCOCC1)C